O=C1NC(CCC1N1C(C2=CC=C(C=C2C1=O)N([C@H]1[C@H](CCCC1)NCC1(CC1)C(F)(F)F)C)=O)=O 2-(2,6-dioxopiperidin-3-yl)-5-(methyl((1R,2S)-2-(((1-(trifluoromethyl)cyclopropyl)methyl)amino)cyclohexyl)amino)isoindoline-1,3-dione